FC=1C(=CC(=NC1)OC)C1=NNC(=C1)C(=O)N1C2(CC2)C[C@@H](CC1)C(=O)N[C@H]1CN(CC1)CC(C)(C)O (R)-4-(3-(5-fluoro-2-methoxypyridin-4-yl)-1H-pyrazole-5-carbonyl)-N-((R)-1-(2-hydroxy-2-methylpropyl)pyrrolidin-3-yl)-4-azaspiro[2.5]octane-7-carboxamide